C(C)(=O)C1=NN(C2=CC=C(C=C12)C=1C=NC(=NC1)C)CC(=O)N1[C@@H](CCC1)C(=O)NC1=NC(=CC=C1)Br (S)-1-(2-(3-acetyl-5-(2-methylpyrimidin-5-yl)-1H-indazol-1-yl)acetyl)-N-(6-bromopyridin-2-yl)pyrrolidine-2-carboxamide